Cl.C(C=C)N(N(C)C)CC(=O)[C@@]1(CNCCC1)CC1=CC=CC=C1 R-N-allyl-3-benzyl-3-piperidineformyltrimethylhydrazine hydrochloride